Tert-butyl (S)-3-((3aR,4R,6R,6aS)-6-(4-amino-2-chloro-5-iodo-7H-pyrrolo[2,3-d]pyrimidin-7-yl)-2,2-dimethyltetrahydro-4H-cyclopenta[d][1,3]dioxol-4-yl)piperidine-1-carboxylate NC=1C2=C(N=C(N1)Cl)N(C=C2I)[C@@H]2C[C@@H]([C@@H]1[C@H]2OC(O1)(C)C)[C@H]1CN(CCC1)C(=O)OC(C)(C)C